tert-butyl 4-(6-(3-methoxyphenyl)pyrazolo[1,5-a]pyridin-3-yl)piperazine-1-carboxylate COC=1C=C(C=CC1)C=1C=CC=2N(C1)N=CC2N2CCN(CC2)C(=O)OC(C)(C)C